O=S1(CCN(CC1)C1=CC=C(C=C1)N1[C@@H]2CN(C[C@H](C1)CC2(C)C)C(=O)N2CCN(CC2)S(=O)(=O)C)=O ((1S,5S)-6-(4-(1,1-dioxidothiomorpholino)phenyl)-9,9-dimethyl-3,6-diazabicyclo[3.2.2]nonan-3-yl)(4-(methylsulfonyl)piperazin-1-yl)methanone